NC=1C2=C(N=CN1)N(C(=C2C2=CC(=C(C=C2)N=S2(CCCCC2)=O)F)C2=C(C=C(C=C2)NC(C(=C)C)=O)OC)C N-(4-(4-amino-5-(3-fluoro-4-((1-oxotetrahydro-2H-1λ6-thiopyran-1-ylidene)amino)phenyl)-7-methyl-7H-pyrrolo[2,3-d]pyrimidin-6-yl)-3-methoxyphenyl)methacrylamide